2-(2,3,4,5-tetrakis(9,9-dimethylacridin-10(9H)-yl)phenyl)benzo[d]thiazole CC1(C2=CC=CC=C2N(C=2C=CC=CC12)C1=C(C=C(C(=C1N1C=2C=CC=CC2C(C2=CC=CC=C12)(C)C)N1C=2C=CC=CC2C(C2=CC=CC=C12)(C)C)N1C=2C=CC=CC2C(C2=CC=CC=C12)(C)C)C=1SC2=C(N1)C=CC=C2)C